ClC=1C(=NC=C(C1)C(F)(F)F)CCN 2-(3-chloro-5-(trifluoromethyl)pyridin-2-yl)ethane-1-amine